C(CCCCCCCCC)[Si](OCCOC)(OCCOC)OCCOC Decyl-tris-(2-methoxyethoxy)silane